6-(Azetidin-1-yl)-4-fluoro-N-[3-methyl-1-(propan-2-yl)-1H-pyrazole-4-sulfonyl]-1-benzofuran-2-carboxamide N1(CCC1)C1=CC2=C(C=C(O2)C(=O)NS(=O)(=O)C=2C(=NN(C2)C(C)C)C)C(=C1)F